(1S,3S)-3-((6-(5-(((5-(cyclopropoxymethyl)-1,2,4-oxadiazol-3-yl)amino)methyl)-1-methyl-1H-1,2,3-triazol-4-yl)-2-methylpyridin-3-yl)oxy)cyclohexane-1-carboxylic acid C1(CC1)OCC1=NC(=NO1)NCC1=C(N=NN1C)C1=CC=C(C(=N1)C)O[C@@H]1C[C@H](CCC1)C(=O)O